(+)-(1R,3R)-1-(3-Hydroxy-cyclopentyl)-3-(4-methoxy-phenyl)-7-phenylamino-3,4-dihydro-1H-pyrimido[4,5-d]pyrimidin-2-one O[C@H]1C[C@@H](CC1)N1C(N(CC=2C1=NC(=NC2)NC2=CC=CC=C2)C2=CC=C(C=C2)OC)=O